5H-4-oxa-3,10a,11,13,14-pentaaza-6,9-ethanonaphtho[1,8-ab]heptalen C1=C2N=CN=C3C2=C(OCC2=C4C=CC(=CN32)NC4)N=C1